C(=O)C1(CCN(CC1)C(=O)OC(C)(C)C)O tert-butyl 4-formyl-4-hydroxypiperidine-1-carboxylate